benzyl-α-chloroacrylic acid C(C1=CC=CC=C1)C=C(C(=O)O)Cl